Cl.Cl.N[C@H](CC1=C(C2=NC(=CC(=C2S1)NCC=1OC=CC1)Cl)C)C#C 2-[(2R)-2-aminobut-3-yn-1-yl]-3-methyl-5-chloro-N-[(furan-2-yl)methyl]thieno[3,2-b]pyridin-7-amine dihydrochloride